Cl(=O)(=O)(=O)[O-].CN(/C=C(\C=[N+](C)C)/C=1C2=C(N=CN1)NC=C2)C (E)-N-(3-(dimethylamino)-2-(7H-pyrrolo[2,3-d]pyrimidin-4-yl)allylidene)-N-methylmethanaminium perchlorate